tert-butyl N-(6-azaspiro[3.4]octan-3-yl)carbamate C1CC(C12CNCC2)NC(OC(C)(C)C)=O